C(C)OC(=O)C1=CC2=C(N=C(S2)N2CCC(CC2)NC(C2=C(C=CC=C2Cl)Cl)=O)C=C1 2-[4-(2,6-Dichlorobenzamido)piperidinyl]Benzothiazole-6-carboxylic acid ethyl ester